Ethyl (R)-4-(2-amino-3-phenylpropoxy)-2-(methoxy-d3)-6-methylnicotinate N[C@@H](COC1=CC(=NC(=C1C(=O)OCC)OC([2H])([2H])[2H])C)CC1=CC=CC=C1